CN(S(=O)(=O)C)C1=C(C=CC=C1)[N+](=O)[O-] N-methyl-N-(2-nitrophenyl)methansulfonamide